O=C1NC(CCC1N1C(C2=CC=C(C=C2C1=O)N1CCC(CC1)C1CCN(CC1)CCOC1=CC=C(C=C1)\C(=C(/CC)\C1=CC=CC=C1)\C1=CC=C(C=C1)B(O)O)=O)=O (E)-(4-(1-(4-(2-(1'-(2-(2,6-dioxopiperidin-3-yl)-1,3-dioxoisoindolin-5-yl)-[4,4'-bipiperidin]-1-yl)ethoxy)phenyl)-2-phenylbut-1-en-1-yl)phenyl)boronic acid